BrCCCN1C(=O)C(=O)C2=CC=CC=C12 N-(3-bromopropyl)-isatin